3-isopropoxy-N-(2-methyl-4-(2-((1-(1-methylazetidin-3-yl)-1H-pyrazol-4-yl)amino)pyrimidin-4-yl)benzyl)azetidine-1-carboxamide C(C)(C)OC1CN(C1)C(=O)NCC1=C(C=C(C=C1)C1=NC(=NC=C1)NC=1C=NN(C1)C1CN(C1)C)C